(R)-N-((R)-1'-(4-cyano-6-methylpyrimidin-2-yl)-5,6-dihydrospiro[cyclopent[b]pyridin-7,4'-piperidin]-6-yl)-2-methylpropane-2-sulfinamide C(#N)C1=NC(=NC(=C1)C)N1CCC2(CC1)[C@@H](CC=1C2=NC=CC1)N[S@](=O)C(C)(C)C